3-(3-chlorophenyl)-2-cyanoacrylate ClC=1C=C(C=CC1)C=C(C(=O)[O-])C#N